ClC1=CC(=CC=2C=3N(CCOC21)C=NC3)C(=O)NC3CCC(CC3)OCC(F)(F)F 8-Chloro-N-((1r,4r)-4-(2,2,2-trifluoroethoxy)cyclohexyl)-5,6-dihydrobenzo[f]imidazo[1,5-d][1,4]oxazepine-10-carboxamide